COC(=O)C1=C(C=2N(C=C1)N=CC2)C#CC#CCC(C=2C(N(C=CC2)C)=O)C2=C(C=CC(=C2)F)F 4-(6-(2,5-difluorophenyl)-6-(1-methyl-2-oxo-1,2-dihydropyridin-3-yl)hexa-1,3-diyne-1-yl)pyrazolo[1,5-a]pyridine-5-carboxylic acid methyl ester